[6-(5-cyclopropyl-4H-1,2,4-triazol-3-yl)-2-azaspiro[3.3]heptan-2-yl]-[3-[(2-methylsulfonylphenyl)methoxy]azetidin-1-yl]methanone C1(CC1)C=1NC(=NN1)C1CC2(CN(C2)C(=O)N2CC(C2)OCC2=C(C=CC=C2)S(=O)(=O)C)C1